1,3-dibenzyl-2-oxo-imidazolidine-4,5-dicarboxylic acid C(C1=CC=CC=C1)N1C(N(C(C1C(=O)O)C(=O)O)CC1=CC=CC=C1)=O